C1(=CC=CC=C1)P(N(P(C1=CC=CC=C1)C1=CC=CC=C1)C(C(C)C)C)C1=CC=CC=C1 N,N-bis(diphenylphosphino)-1,2-dimethylpropylamine